1-(2-(((6-chloropyrimidin-4-yl)amino)methyl)-6-cyclopropylimidazo[1,2-a]pyridin-8-yl)-3-tritylimidazolidin-2-one ClC1=CC(=NC=N1)NCC=1N=C2N(C=C(C=C2N2C(N(CC2)C(C2=CC=CC=C2)(C2=CC=CC=C2)C2=CC=CC=C2)=O)C2CC2)C1